N[C@H](C(=O)NC1=NC=CC(=C1)[C@@H](COC)N1C(N[C@@H](C1)C(F)(F)F)=O)C1C[C@H]2C[C@H]2C1 (S)-2-amino-2-((1R,3s,5S)-bicyclo[3.1.0]hexan-3-yl)-N-(4-((S)-2-methoxy-1-((S)-2-oxo-4-(trifluoromethyl)imidazolidin-1-yl)ethyl)pyridin-2-yl)acetamide